tert-butyl 15-[1-(2,6-dioxopiperidin-3-yl)-3-methyl-2-oxo-2,3-dihydro-1H-1,3-benzodiazol-5-yl]-3,6,9,12-tetraoxapentadec-14-ynoate O=C1NC(CCC1N1C(N(C2=C1C=CC(=C2)C#CCOCCOCCOCCOCC(=O)OC(C)(C)C)C)=O)=O